2-phenyl-2-(4-((5,6,7,8-tetrahydro-1,8-naphthyridin-2-yl)methyl)-1,4'-bipiperidin-1'-yl)acetic acid methyl ester COC(C(N1CCC(CC1)N1CCC(CC1)CC1=NC=2NCCCC2C=C1)C1=CC=CC=C1)=O